N-(2-(1-1H-pyrazolyl)ethyl)-3-(5-(5-bromo-2-pyrimidinyl)-3-ethyl-1-1H-1,2,4-triazolyl)benzamide N1(N=CC=C1)CCNC(C1=CC(=CC=C1)N1N=C(N=C1C1=NC=C(C=N1)Br)CC)=O